NC1=CC(=C(C=C1)C1=CC(OC2=CC(=CC=C12)O[C@@H](C(=O)N(CC)CC(=O)NCCN(C)C)C)=O)Cl (2R)-2-[4-(4-amino-2-chloro-phenyl)-2-oxo-chromen-7-yl]oxy-N-[2-[2-(dimethylamino)ethylamino]-2-oxo-ethyl]-N-ethyl-propanamide